(diethoxyphosphoryl)-2-butenoic acid ethyl ester C(C)OC(C(=CC)P(=O)(OCC)OCC)=O